CN1C(N(C(C2=CC=CC=C12)=O)CC1=C(C=CC=C1)C(F)(F)F)=O 1-methyl-2,4-dioxo-3-(2-(trifluoromethyl)benzyl)-1,2,3,4-tetrahydroquinazolin